chloro-(difluoromethoxy)-N,6-dimethyl-N-(phenylmethyl)-4-pyridylethylamine ClC(CN(CC1=CC=CC=C1)C)(C1=CC=NC(=C1)C)OC(F)F